4-cyclopropyl-6-methoxy-5-[4-[(1S)-1-[4-[1-methyl-4-(trifluoromethyl)imidazol-2-yl]phenyl]ethoxy]pyrimidin-2-yl]pyrimidine C1(CC1)C1=NC=NC(=C1C1=NC=CC(=N1)O[C@@H](C)C1=CC=C(C=C1)C=1N(C=C(N1)C(F)(F)F)C)OC